(R)-7-chloro-N-(1-(2-fluoro-3-(trifluoromethyl)phenyl)ethyl)-6-(1-isopropylpiperidin-4-yl)pyrido[2,3-d]pyrimidin-4-amine ClC=1C(=CC2=C(N=CN=C2N[C@H](C)C2=C(C(=CC=C2)C(F)(F)F)F)N1)C1CCN(CC1)C(C)C